C1(=CC=CC=C1)N(C(=N)N(C)C1=CC=CC=C1)C 1,3-diphenyl-1,3-dimethylguanidine